6-benzyloxy-3-bromo-2-(4-fluorophenyl)-1-oxo-benzothiophen-1-ium C(C1=CC=CC=C1)OC1=CC2=C(C(=C([SH+]2=O)C2=CC=C(C=C2)F)Br)C=C1